ClC=1C=C(C=C(C1)F)C=1C=CC(=NC1)N1CCN(CC1)C(=O)C=1C=CC2=CC(N=C2C1)=O 6-(4-(5-(3-chloro-5-fluorophenyl)pyridin-2-yl)piperazine-1-carbonyl)indol-2-one